2-((3R,4S)-3-aminotetrahydro-2H-pyran-4-yl)-5-chloro-7-((thiophen-2-ylmethyl)amino)thieno[3,2-b]pyridine-3-carbonitrile N[C@H]1COCC[C@@H]1C1=C(C2=NC(=CC(=C2S1)NCC=1SC=CC1)Cl)C#N